6-(3-(trifluoromethyl)phenyl)-3-trityl-1,3-dihydro-2H-imidazo[4,5-b]Pyridine FC(C=1C=C(C=CC1)C=1C=C2C(=NC1)N(CN2)C(C2=CC=CC=C2)(C2=CC=CC=C2)C2=CC=CC=C2)(F)F